O=C1NC(CC[C@@H]1C=1C=CC(=NC1)N1CCC(CC1)C=O)=O 1-{5-[(3R)-2,6-dioxopiperidin-3-yl]pyridin-2-yl}piperidine-4-carbaldehyde